CC(CCCCCC)(C)C=1C=C(C=C(O)C1)O 5-(1,1-Dimethylheptyl)-resorcinol